C(C)(C)(C)NC1=NC(=NN1C1=CC=C(C=C1)Br)C(F)(F)F N-(tert-butyl)-1-(4-bromophenyl)-3-(trifluoromethyl)-1H-1,2,4-triazole-5-amine